4-amino-5-mercapto-3-ethyl-1,2,4-triazole NN1C(=NN=C1S)CC